COC=1C=C2C=NC=NC2=CC1OC1COCC1 6-methoxy-7-((tetrahydrofuran-3-yl)oxy)quinazoline